FC12CC(C1)(C2)CCCCCCCCCCS(=O)Cl 10-{3-fluoro-bicyclo[1.1.1]pent-1-yl}decane-1-sulfinyl chloride